N-isobutyl-2-oxo-2,3-dihydro-1H-pyrrolo[2,3-b]pyridine-5-carboxamide C(C(C)C)NC(=O)C=1C=C2C(=NC1)NC(C2)=O